C(C)(C)(C)OC(=O)N[C@@H](C(=O)O)C(C)(C)C (R)-2-(tert-butoxycarbonylamino)-3,3-dimethylbutyric acid